COC1=CC(=CC2=C1N(C(=N2)C=2N(C1=CC=CC=C1C2)CCCOC)C)C(=O)N2C[C@@H](CCC2)NC(OC(C)(C)C)=O (R)-tert-Butyl (1-(7-methoxy-2-(1-(3-methoxypropyl)-1H-indol-2-yl)-1-methyl-1H-benzo[d]imidazole-5-carbonyl)piperidin-3-yl)carbamate